C(C1=CC=CC=C1)OC1=C(C=CC=C1Cl)B(O)O 2-(benzyloxy)-3-chlorophenylboronic acid